O=S1(C2=C(CC1)C(=CC=C2)[C@@H](C)NC2=NC(=NC1=CC(=C(C=C21)C2CCC(CC2)C(=O)O)OC)C)=O (1R,4R)-4-(4-(((R)-1-(1,1-dioxo-2,3-Dihydrobenzo[b]thiophen-4-yl)ethyl)amino)-7-methoxy-2-methylquinazolin-6-yl)cyclohexane-1-carboxylic acid